IC1=C(N(N=C1C)C)C(C)NC[C@H](C)OC=1N(N=CC1C=1C=C2C(=NN(C2=CC1)C1OCCCC1)C#C[Si](C(C)C)(C(C)C)C(C)C)C (2S)-N-[1-(4-iodo-2,5-dimethyl-pyrazol-3-yl)ethyl]-2-[2-methyl-4-[1-tetrahydropyran-2-yl-3-(2-triisopropylsilylethynyl)indazol-5-yl]pyrazol-3-yl]oxy-propan-1-amine